9,9-bis(4-hydroxy-3-n-butylphenyl)fluorene propan-2-yl-d7-(S)-6-diazo-2-((S)-2-methoxy-4-(methylthio)butanamido)-5-oxohexanoate C(C(C([2H])([2H])[2H])([2H])OC([C@H](CCC(C=[N+]=[N-])=O)NC([C@H](CCSC)OC)=O)=O)([2H])([2H])[2H].OC1=C(C=C(C=C1)C1(C2=CC=CC=C2C=2C=CC=CC12)C1=CC(=C(C=C1)O)CCCC)CCCC